NC1=C(C=C(C=C1)N)CCCN1CC[N+](CC1)(C)C 4-[3-(2,5-diaminophenyl)propyl]-1,1-dimethylpiperazin-1-ium